((2R,3S,4R,5R)-5-(4-aminopyrrolo[2,1-f][1,2,4]triazin-7-yl)-5-cyano-3,4-dihydroxytetrahydrofuran-2-yl)methyl 2-(1-methoxycyclohexyl)acetate COC1(CCCCC1)CC(=O)OC[C@H]1O[C@@]([C@@H]([C@@H]1O)O)(C#N)C1=CC=C2C(=NC=NN21)N